CC1=NC(=CC(=N1)OC1=CC=C(C=C1)C1=NN=C(O1)S)C(F)(F)F 5-(4-((2-methyl-6-(trifluoromethyl)pyrimidin-4-yl)oxy)phenyl)-1,3,4-oxadiazole-2-thiol